5-[[2-[(2R,5S)-5-methyl-2-(6-oxo-5H-1,5-naphthyridin-2-yl)-1-piperidyl]-2-oxo-acetyl]amino]pyridine-3-carboxamide C[C@H]1CC[C@@H](N(C1)C(C(=O)NC=1C=C(C=NC1)C(=O)N)=O)C1=NC=2C=CC(NC2C=C1)=O